OC1=C(C=CC=C1)C=1C=C2C(=NN1)NC[C@H]1N2CCN(C1)C1=NC=C(C=N1)/C=C/C1CCN(CC1)C(=O)OC(C)(C)C tert-butyl (R,E)-4-(2-(2-(2-(2-hydroxyphenyl)-5,6,6a,7,9,10-hexahydro-8H-pyrazino[1',2':4,5]pyrazino[2,3-c]pyridazin-8-yl) pyrimidin-5-yl)vinyl)piperidine-1-carboxylate